C(OCCOC(C)C)(OCCl)=O 2-Isopropoxyethyl chloromethyl carbonate